(4R)-4-Methyl-2-{[1-(1-methylcyclopropan-1-carbonyl)piperidin-4-yl]methyl}-N-{[(2S)-oxolan-2-yl]methyl}-8-(trifluoromethyl)-4,5-dihydro-2H-furo[2,3-g]indazol-7-carboxamid C[C@H]1C2=CN(N=C2C2=C(C1)OC(=C2C(F)(F)F)C(=O)NC[C@H]2OCCC2)CC2CCN(CC2)C(=O)C2(CC2)C